methyl 2,5-bis[[4-[2-[6-(6-prop-2-enoyloxyhexoxy)-2-naphthyl]ethynyl]benzoyl]oxy]benzoate C(C=C)(=O)OCCCCCCOC=1C=C2C=CC(=CC2=CC1)C#CC1=CC=C(C(=O)OC2=C(C(=O)OC)C=C(C=C2)OC(C2=CC=C(C=C2)C#CC2=CC3=CC=C(C=C3C=C2)OCCCCCCOC(C=C)=O)=O)C=C1